C[C@](N)(CC(=O)O)C(=O)O.N[C@@H](CCCN)C(=O)O ornithine, alpha-methylaspartic acid salt